Dibenzyl (2R,3S,4S)-4-fluoro-3-[(triethylsilyl)oxy]pyrrolidine-1,2-dicarboxylate F[C@@H]1[C@H]([C@@H](N(C1)C(=O)OCC1=CC=CC=C1)C(=O)OCC1=CC=CC=C1)O[Si](CC)(CC)CC